ClC1=C(C=CC(=C1)OC1=CC=C(C=C1)Cl)[C@@](C(=O)O)(CN1N=CN=C1)O (2S)-2-[2-chloro-4-(4-chlorophenoxy)phenyl]-2-hydroxy-3-(1,2,4-triazol-1-yl)propionic acid